C(C)(C)(C)C1=CC(=NN1C1CC(C1)O)NC1=NC=2C(=CC(=NC2)OC2=CC(=NC=C2)NC(C)=O)N1C N-(4-((2-((5-(tert-butyl)-1-((1s,3s)-3-hydroxycyclobutyl)-1H-pyrazol-3-yl)amino)-1-methyl-1H-imidazo[4,5-d]pyridin-6-yl)oxy)pyridin-2-yl)acetamide